C1(CC1)C#CC=1C=C2C(C[C@](OC2=CC1)(C(=O)OC)C#CC1=CC=CC=C1)=O methyl (R)-6-(cyclopropylethynyl)-4-oxo-2-(phenylethynyl)chromane-2-carboxylate